7-((1-(2-(1-(4-aminophenyl)piperidin-4-yl)ethyl)piperidin-4-yl)methoxy)-5-fluoro-2-(((tetrahydro-2H-pyran-4-yl)thio)methyl)quinazolin-4(3H)-one NC1=CC=C(C=C1)N1CCC(CC1)CCN1CCC(CC1)COC1=CC(=C2C(NC(=NC2=C1)CSC1CCOCC1)=O)F